(R)-N-(3-(1-((2-amino-5-chloropyridin-3-yl)oxy)ethyl)-phenyl)-4-(trifluoromethyl)-picolinamide NC1=NC=C(C=C1O[C@H](C)C=1C=C(C=CC1)NC(C1=NC=CC(=C1)C(F)(F)F)=O)Cl